5-[[2-[5-methyl-2-[6-(methylamino)-3-pyridyl]-1-piperidyl]-2-oxo-acetyl]amino]pyridine-3-carboxamide CC1CCC(N(C1)C(C(=O)NC=1C=C(C=NC1)C(=O)N)=O)C=1C=NC(=CC1)NC